CC=1C=CC(=NC1CN1CCCC1)NC1=CC2=C(C=N1)SC(=N2)C=2C=NN(C2)C2COCC2 5-Methyl-N-{2-[1-(oxolan-3-yl)-1H-pyrazol-4-yl]-[1,3]thiazolo[5,4-c]pyridin-6-yl}-6-[(pyrrolidin-1-yl)methyl]pyridin-2-amine